t-Butylacetat C(C)(C)(C)OC(C)=O